4-(2-(1-(2-methylbutyryl)piperidin-2-yl)-1H-imidazol-5-yl)benzoic acid CC(C(=O)N1C(CCCC1)C=1NC(=CN1)C1=CC=C(C(=O)O)C=C1)CC